4-(piperidin-4-yl)benzonitrile hydrochloride salt Cl.N1CCC(CC1)C1=CC=C(C#N)C=C1